FC(C1(CC1)C=1C=C2C(=CC=NC2=CC1)C(=O)OC)(F)F methyl 6-(1-(trifluoromethyl)cyclopropyl)quinoline-4-carboxylate